C(C)C1=C2C(=CC(=CC2=CC=C1F)O)C1=C(C=2N=C(N=C(C2C=N1)N1CCOCCC1)OC[C@H]1N(C[C@@H](C1)F)C)F 5-ethyl-6-fluoro-4-(8-fluoro-2-(((2s,4r)-4-fluoro-1-methylpyrrolidin-2-yl)methoxy)-4-(1,4-oxazepan-4-yl)pyrido[4,3-d]pyrimidin-7-yl)naphthalen-2-ol